1-(2,6-dichlorophenyl)-1,3-dihydro-2H-indol ClC1=C(C(=CC=C1)Cl)N1CCC2=CC=CC=C12